(R)-6-morpholino-N-(1-(2-(trifluoromethyl)pyrimidin-5-yl)ethyl)quinazolin-4-amine O1CCN(CC1)C=1C=C2C(=NC=NC2=CC1)N[C@H](C)C=1C=NC(=NC1)C(F)(F)F